FC=1C=CC2=C(N(C(N2)=O)C2CCC(CC2)C(=O)NC2=CC(=C(C=C2)OC)F)C1 4-(6-fluoro-2-oxo-2,3-dihydro-1H-1,3-benzodiazol-1-yl)-N-(3-fluoro-4-methoxyphenyl)cyclohexane-1-carboxamide